(2-((4-(N-(3-chloro-1H-indol-7-yl)sulfamoyl)benzyl)amino)-2-oxoethyl)carbamic acid tert-butyl ester C(C)(C)(C)OC(NCC(=O)NCC1=CC=C(C=C1)S(NC=1C=CC=C2C(=CNC12)Cl)(=O)=O)=O